ClC1=C(C=CC=C1NC(=O)C=1N(C2=C(CN(CC2)C)N1)C)C1=C(C(=CC=C1)C=1OC2=C(N1)C=C(C=C2C#N)CO)C N-(2-chloro-3'-(7-cyano-5-(hydroxymethyl)benzo[d]oxazol-2-yl)-2'-methyl-[1,1'-biphenyl]-3-yl)-1,5-dimethyl-4,5,6,7-tetrahydro-1H-imidazo[4,5-c]pyridine-2-carboxamide